O1CCN(CC1)CCN1N=CC(=C1)C1=NC2=CC=CC=C2C(=C1)NCCCN N1-(2-(1-(2-morpholinoethyl)-1H-pyrazol-4-yl)quinolin-4-yl)propane-1,3-diamine